CN1N=C(C(=C1)O)C 1,3-dimethyl-1H-pyrazol-4-ol